2-(4-chlorophenyl)-N-(2,4-difluorobenzoyl)hydrazinecarboxamide tert-butyl-(5-chloro-2-cyanobenzyl)carbamate C(C)(C)(C)N(C(O)=O)CC1=C(C=CC(=C1)Cl)C#N.ClC1=CC=C(C=C1)NNC(=O)NC(C1=C(C=C(C=C1)F)F)=O